6-(cyclopropanecarboxamido)-4-((2-methoxy-3-(1-((3S,4R)-4-methoxytetrahydrofuran-3-yl)-1H-pyrazol-4-yl)phenyl)amino)nicotinamide C1(CC1)C(=O)NC1=NC=C(C(=O)N)C(=C1)NC1=C(C(=CC=C1)C=1C=NN(C1)[C@H]1COC[C@@H]1OC)OC